C(C)NS(=O)(=O)C1CCN(CC1)C(=O)OCCCC Butyl 4-(ethylsulfamoyl)piperidine-1-carboxylate